C(#N)C1=CN=C2N1N=C(C=C2NC2=CC=C(C=N2)C(=O)N[C@H]2[C@H](CCC2)O)NCC2CC2 6-({3-cyano-6-[(cyclopropylmethyl)amino]imidazo[1,2-b]pyridazin-8-yl}amino)-N-[(1R,2S)-2-hydroxycyclopentyl]pyridine-3-carboxamide